FC1C(C(C(C(C1(F)F)F)(F)F)F)(F)F 1,2,2,3,4,4,5,6,6-nonafluorocyclohexane